cobalt-iron-boron-platinum [Pt].[B].[Fe].[Co]